C(C)(C)(C)OC(=O)N1C(=CC(=C1)N1N=NC(=C1)C=1C=NC(=CC1)N)C(NC1=CC(=C(C=C1)Cl)C(F)(F)F)=O (2S,4S)-4-(4-(6-aminopyridin-3-yl)-1H-1,2,3-triazole-1-yl)-2-((4-chloro-3-trifluoromethylphenyl)carbamoyl)pyrrole-1-carboxylic acid tert-butyl ester